6-(p-toluylamino)-2-naphthalenesulfonic acid C1(=CC=C(C=C1)NC=1C=C2C=CC(=CC2=CC1)S(=O)(=O)O)C